(2R,3S,4S)-2-[(4-azidophenyl)methyl]-4-hydroxypyrrolidin-3-yl N-{2-[(2S)-pyrrolidin-2-yl]ethyl}carbamate N1[C@@H](CCC1)CCNC(O[C@H]1[C@H](NC[C@@H]1O)CC1=CC=C(C=C1)N=[N+]=[N-])=O